1-({3,4-difluoro-2-[(2-fluoro-4-iodophenyl)amino]phenyl}carbonyl)-3-(6-methylpiperidin-2-yl)azetidin-3-ol acetate salt C(C)(=O)O.FC=1C(=C(C=CC1F)C(=O)N1CC(C1)(O)C1NC(CCC1)C)NC1=C(C=C(C=C1)I)F